N[C@@H]1C2=CC(=CC=C2CC12CCN(CC2)C=2N(C(C(=C(N2)N)SC2=CC=C(C=C2)C#N)=O)C)NC(=O)N (S)-1-(1-amino-1'-(4-amino-5-((4-cyanophenyl)thio)-1-methyl-6-oxo-1,6-dihydropyrimidin-2-yl)-1,3-dihydrospiro[indene-2,4'-piperidin]-6-yl)urea